4-fluoro-2-(hydroxymethyl)phenol FC1=CC(=C(C=C1)O)CO